FC1=CC=C(C=C1)NC(=O)C1=NN(C(C=C1C)=O)C1=CC(=C(C=C1)OC1=CC=NC2=CC(=C(C=C12)OC)OCCCN1CCC(CC1)C)F N-(4-fluorophenyl)-1-(3-fluoro-4-{6-methoxy-7-[3-(4-methyl-1-piperidinyl)propoxy]quinolin-4-yloxy}phenyl)-4-methyl-6-oxo-1,6-dihydropyridazine-3-carboxamide